CC1(C2=CC=CC=C2C=2C=CC(=CC12)C=1C=C(C=CC1)C1=CC(=CC=C1)C1=NC(=NC(=C1)C1=CC=CC=C1)C1=CC=CC=C1)C 4-[3'-(9,9-dimethyl-9H-fluoren-2-yl)-biphenyl-3-yl]-2,6-diphenyl-pyrimidine